BrC(C)C=1C=C(C=C2C=C(C(OC12)N1CCCCC1)C)C 8-(1-bromoethyl)-3,6-dimethyl-2-(1-piperidyl)chromen